C(C)(C)(C)C1N(CCN(C1C)CC1=CN=C(S1)NC(C)=O)C(=O)O.C(C)(C)(C)OC(=O)N1CC(N(CC1)CC1=CN=C(S1)N)C 4-((2-aminothiazol-5-yl)methyl)-3-methylpiperazine-1-carboxylic acid tert-butyl ester (tert-butyl 4-((2-acetamidothiazol-5-yl) methyl)-3-methylpiperazine-1-carboxylate)